2-((2-(2-methoxy-7-methylquinoxalin-5-yl)-4-methylbenzo[d]thiazol-6-yl)oxy)ethyl (2-chloropyrimidin-5-yl)carbamate ClC1=NC=C(C=N1)NC(OCCOC1=CC2=C(N=C(S2)C2=C3N=CC(=NC3=CC(=C2)C)OC)C(=C1)C)=O